N=1C=NN2C1C=CC(=C2)C2=CC(=NN2C2=NC(=CC=C2)C)CC(=O)NC2=CC=C(C=C2)C 5-([1,2,4]triazolo[1,5-a]pyridin-6-yl)-1-(6-methylpyridin-2-yl)-N-(p-tolyl)-1H-pyrazole-3-carboxyamide